N-(1-(2-Fluoro-4-(methylsulfonyl)phenyl)piperidin-4-yl)-4-methoxy-N-(4-(tri-fluoromethyl)phenyl)pyridin-3-amine FC1=C(C=CC(=C1)S(=O)(=O)C)N1CCC(CC1)N(C=1C=NC=CC1OC)C1=CC=C(C=C1)C(F)(F)F